7-fluoro-8-iodo-3-((triisopropylsilyl)oxy)naphthalen-1-ol FC1=CC=C2C=C(C=C(C2=C1I)O)O[Si](C(C)C)(C(C)C)C(C)C